ferrocene-butyric acid [C-]1(C=CC=C1)CCCC(=O)O.[CH-]1C=CC=C1.[Fe+2]